C(C)(=O)C1=C(C2=C(N=C(N=C2)NC2=CC=C(C=N2)C2CCN(CC2)CC2=CC=C(C=N2)C=O)N(C1=O)C1CCCC1)C 6-[[4-[6-[(6-acetyl-8-cyclopentyl-5-methyl-7-oxo-pyrido[2,3-d]pyrimidin-2-yl)amino]-3-pyridyl]-1-piperidyl]methyl]pyridine-3-carbaldehyde